5-(tert-butyl)-4H-1,2,4-triazole-3-thiol C(C)(C)(C)C=1NC(=NN1)S